C(C)(C)OC([C@@H](C)OC1=CC=C2C(=CC(OC2=C1)=O)C1=C(C=CC=C1)C)=O.ClC1=C(C=CC=C1)C1=CC(OC2=CC(=CC=C12)OC(C(=O)N1CC(CCC1)(C(=O)O)C)C)=O 1-[2-[4-(2-chlorophenyl)-2-oxo-chromen-7-yl]oxypropionyl]-3-methyl-piperidine-3-carboxylic acid isopropyl-(2R)-2-[4-(o-tolyl)-2-oxo-chromen-7-yl]oxypropionate